COC(C1=C(C=CC=C1)C(NC=1OC(=NN1)C=1SC=CC1)=O)=O 2-((5-(thiophen-2-yl)-1,3,4-oxadiazol-2-yl)carbamoyl)benzoic acid methyl ester